[Si](C)(C)(C(C)(C)C)O[C@@H]1CN(CCC1)C1=C(N[C@H](C)C=2C=C(C=C3C(N(C(=NC23)N2CCOCC2)C)=O)C)C=CC(=C1)F 8-[(1R)-1-[2-[(3S)-3-[tert-butyl(dimethyl)silyl]oxy-1-piperidyl]-4-fluoro-anilino]ethyl]-3,6-dimethyl-2-morpholino-quinazolin-4-one